1-(9Z,12Z,15Z-octadecatrienoyl)-glycero-3-phosphoserine CC/C=C\C/C=C\C/C=C\CCCCCCCC(=O)OC[C@H](COP(=O)(O)OC[C@@H](C(=O)O)N)O